methyl-aminoacetone (methyl levulinate) CC(C(=O)O)CC(=O)C.CC(C(C)=O)N